methyl 4-(2-((1S,2S,5R)-1-hydroxy-2-isopropyl-5-methylcyclohexane-1-carboxamido) ethyl)benzoate O[C@@]1([C@@H](CC[C@H](C1)C)C(C)C)C(=O)NCCC1=CC=C(C(=O)OC)C=C1